1,3-dihydro-2H-imidazo[4,5-c]cinnolin-2-one N1C(NC=2N=NC=3C=CC=CC3C21)=O